FC1=CC=CC(=N1)CN1C2=C(C3=CC=CC(=C13)C(=O)O)CCCC(C2)CCCCCC 5-[(6-fluoropyridin-2-yl)methyl]-7-hexyl-5H,6H,7H,8H,9H,10H-cyclohepta[b]indole-4-carboxylic acid